4-bromo-N-[6-(4,4-difluoropiperidin-1-yl)-4-methylpyridin-2-yl]-2-{spiro[2.5]oct-5-en-6-yl}benzamide tert-butyl-(2-oxo-4-(o-tolyl)-2H-chromen-7-yl)glycinate C(C)(C)(C)N(CC(=O)O)C1=CC=C2C(=CC(OC2=C1)=O)C1=C(C=CC=C1)C.BrC1=CC(=C(C(=O)NC2=NC(=CC(=C2)C)N2CCC(CC2)(F)F)C=C1)C1=CCC2(CC2)CC1